NCCOCCOCCOCCOCCC(=O)NCC#C 1-amino-N-(prop-2-yn-1-yl)-3,6,9,12-tetraoxapentadecan-15-amide